[N+](=O)([O-])C1=C(C=C(C=C1)C(C(=O)O)C)F 2-(4-nitro-3-fluorophenyl)propionic acid